OCCOC1=CC2=C(C(CO2)=O)C=C1 6-(2-hydroxyethoxy)benzofuran-3(2H)-one